vitamin C dipalmitate C(CCCCCCCCCCCCCCC)(=O)O.C(CCCCCCCCCCCCCCC)(=O)O.OC=1[C@H](OC(C1O)=O)[C@H](CO)O